C1(=CC=CC=C1)[C@@H]1N(C(OC1([2H])[2H])=O)C(\C=C\C1=CC(=CC=C1)OC1=CC=CC=C1)=O (S,E)-4-phenyl-3-(3-(3-phenoxyphenyl)acryloyl)oxazolidin-2-one-5,5-d2